3-((cis)-3,3-difluorohexahydro-1H-pyrrolo[3,2-c]pyridin-5(6H)-yl)-2,2-dimethyl-3-oxopropanoic acid FC1(CN[C@H]2[C@@H]1CN(CC2)C(C(C(=O)O)(C)C)=O)F